FC1=C(C(=CC=C1)C)N1N=C2C(=CC1=O)NN=C2C=2C=NC(=CC2)N2CCN(CC2)C2COCC2 5-(2-fluoro-6-methylphenyl)-3-(6-(4-(tetrahydrofuran-3-yl)piperazin-1-yl)pyrid-3-yl)-1H-pyrazolo[4,3-c]pyridazin-6(5H)-one